7-((1R,3S)-3-(1-isopropyl-3-(6-(trifluoromethyl)pyridin-2-yl)-1H-pyrazol-5-yl)cyclopentyl)-2-thia-7-azaspiro[3.5]nonane 2,2-dioxide C(C)(C)N1N=C(C=C1[C@@H]1C[C@@H](CC1)N1CCC2(CS(C2)(=O)=O)CC1)C1=NC(=CC=C1)C(F)(F)F